ClC=1N=C(NC(C1)(C1=CC(=CC=C1)C1=NN(C=C1)C)OC)N1CCOCC1 4-(4-chloro-6-methoxy-6-(3-(1-methyl-1H-pyrazol-3-yl)phenyl)pyrimidin-2-yl)morpholine